CN1N=C(C(=C1)C(=O)O\N=C\C1=CC=C(C=C1)C)C(F)(F)F (E)-4-methylbenzaldehyde O-(1-methyl-3-(trifluoromethyl)-1H-pyrazole-4-carbonyl) oxime